7-(2,4-dimethoxybenzyl)-8-(4-fluorophenyl)-5,6,7,8-tetrahydrotetrazolo[1,5-a]pyrazine COC1=C(CN2C(C=3N(CC2)N=NN3)C3=CC=C(C=C3)F)C=CC(=C1)OC